C(C)(=O)O[C@H](CC)CCCCCC |r| (+/-)-Nonan-3-Yl Acetate